tert-Butyl 5-(6-((4-cyano-2-fluorobenzyl)oxy)pyridin-2-yl)-2,5-diazabicyclo[4.1.0]heptane-2-carboxylate C(#N)C1=CC(=C(COC2=CC=CC(=N2)N2CCN(C3CC23)C(=O)OC(C)(C)C)C=C1)F